CN(C1(CC=CC=C1)C1=CC=CC=C1)C 2'-dimethylamino-2,2'-biphenyl